2-amino-N-{[1-(2-{[1-(3-chloro(2-pyridyl))-isopropyl]amino}pyrimidin-5-yl)pyrazol-4-yl]methyl}acetamide NCC(=O)NCC=1C=NN(C1)C=1C=NC(=NC1)NC(C)(C)C1=NC=CC=C1Cl